(S)-6-(1-amino-1,3-dihydro-spiro[inden-2,4'-piperidin]-1'-yl)-3-(1-(6-chloro-1-methyl-2-oxo-1,2-dihydropyridin-3-yl)vinyl)-1H-pyrazolo[3,4-d]pyrimidin-4(5H)-one N[C@@H]1C2=CC=CC=C2CC12CCN(CC2)C=2NC(C1=C(N2)NN=C1C(=C)C=1C(N(C(=CC1)Cl)C)=O)=O